4-chloro-2,3-dihydro-1H-pyrrolo[3,4-c]pyridin-1-one ClC1=NC=CC2=C1CNC2=O